C(#N)C=1C=CC(=NC1)N1C(=NC=2C1=NC=CC2)[C@H](C)NC(OC(C)(C)C)=O tert-butyl {(1S)-1-[3-(5-cyanopyridin-2-yl)-3H-imidazo[4,5-b]pyridin-2-yl]ethyl}carbamate